CC1(C=CC(C=C1)=O)C 4,4-Dimethylcyclohexadienone